O=C1NC(CCC1C1=CC(=C(C=N1)N1CCC(CC1)CN1CCC2(CC(C2)NC(C2=CC(=CC=C2)OC)=O)CC1)C)=O N-(7-((1-(6-(2,6-dioxopiperidin-3-yl)-4-methylpyridin-3-yl)piperidin-4-yl)methyl)-7-azaspiro[3.5]nonan-2-yl)-3-methoxybenzamide